N1C(=NC2=C1C=CC=C2)CCNCCC=2SC(=CN2)C(=O)NCC2=NC=CC=C2F 2-(2-{[2-(1H-1,3-Benzodiazol-2-yl)ethyl]amino}ethyl)-N-[(3-fluoropyridin-2-yl)methyl]-1,3-thiazole-5-carboxamide